sodium 3-[2-methoxy-4-(prop-1-yn-1-yl)phenyl]-4-oxobicyclo[3.2.1]oct-2-en-2-olate COC1=C(C=CC(=C1)C#CC)C1=C(C2CCC(C1=O)C2)[O-].[Na+]